(S)-N-((S)-1-cyano-2-((S)-2-oxopyrrolidin-3-yl)ethyl)-5-((S)-3,3-dimethyl-2-(4-(trifluoromethyl)pyridineamido)butanoyl)-5-azaspiro[2.4]heptane-6-carboxamide C(#N)[C@H](C[C@H]1C(NCC1)=O)NC(=O)[C@H]1N(CC2(CC2)C1)C([C@H](C(C)(C)C)NC(=O)C1=NC=CC(=C1)C(F)(F)F)=O